FC(C(=O)O)(F)F.N[C@H](C)C=1C(=C(C=CC1)C([C@H](O)C1CC1)(F)F)F |o1:17| (1R or S)-2-{3-[(1R)-1-aminoethyl]-2-fluorophenyl}-1-cyclopropyl-2,2-difluoroethan-1-ol trifluoroacetate